1-(N-methylsulfamoyl)azetidin CNS(=O)(=O)N1CCC1